C(C)(C)(C)OC(N[C@@H](CC1=CC=C(C=C1)C1=CC=C(C=C1)C#N)C#N)=O tert-Butyl-[(1S)-1-cyano-2-(4'-cyanobiphenyl-4-yl)ethyl]carbamate